C1(=CC(=CC=C1)N1C2=CC=CC=C2C=2C=C(C=CC12)B1OC(C(O1)(C)C)(C)C)C1=CC=CC=C1 9-[1,1'-Biphenyl]-3-yl-3-(4,4,5,5-tetramethyl-1,3,2-dioxaborolan-2-yl)-9H-carbazol